7-(bromomethyl)-3-ethyl-1H-quinoxalin-2-one BrCC1=CC=C2N=C(C(NC2=C1)=O)CC